C(C)(C)(C)[NH-] N-tert-butylamide